2-((1-benzoyl-6-(5-hydroxypentyl)-1H-pyrrolo[2,3-b]pyridin-5-yl)oxy)-4-fluorobenzoic acid methyl ester COC(C1=C(C=C(C=C1)F)OC=1C=C2C(=NC1CCCCCO)N(C=C2)C(C2=CC=CC=C2)=O)=O